Cl.C12(CCC(CC1)CC2)N bicyclo[2.2.2]octane-1-amine hydrochloride